FC=1C=NC=C(C1)C1=NC=CN=C1 3-fluoro-5-(pyrazin-2-yl)pyridin